C(C)(C)(C)OC(=O)N[C@@H]([C@H](CC)C)C=1OC=C(N1)C(=O)OC Methyl 2-{(1S,2S)-1-[(tert-butoxycarbonyl) amino]-2-methylbutyl}-1,3-oxazole-4-carboxylate